ClC=1C(=C(N2N=C(N=CC21)NC2C(CN(CC2)S(=O)(=O)C)(F)F)CC(C)C)C#N 5-chloro-2-[(3,3-difluoro-1-methanesulfonylpiperidin-4-yl)amino]-7-(2-methylpropyl)pyrrolo[2,1-f][1,2,4]triazine-6-carbonitrile